N-cyclopropyl-3-(1-{imidazo[1,2-a]pyridin-3-yl}-1H-imidazol-4-yl)-4-methylbenzamide C1(CC1)NC(C1=CC(=C(C=C1)C)C=1N=CN(C1)C1=CN=C2N1C=CC=C2)=O